tin oxide tantalum [Ta].[Sn]=O